S(=O)(=O)(C1=CC=C(C)C=C1)NC(O)=O.ClC1=CC=CC=2N(CC(OC21)C)C(=O)C2=CC(=CC=C2)C=2OC(=NN2)COC (8-chloro-2,3-dihydro-2-methyl-4H-1,4-benzoxazin-4-yl)[3-[5-(methoxymethyl)-1,3,4-oxadiazol-2-yl]phenyl]methanone (tosyl)carbamate